C(C1=CC=CC=C1)OCOCCCC(CC(CC(CC(C)I)C)C)C 10-iodo-4,6,8-trimethylundecyl benzyloxymethyl ether